7-(6-chloro-2-methyl-1,3-benzoxazol-4-yl)-N-[(2,4-dimethoxyphenyl)methyl]cinnolin-4-amine ClC1=CC2=C(N=C(O2)C)C(=C1)C1=CC=C2C(=CN=NC2=C1)NCC1=C(C=C(C=C1)OC)OC